FC=1C(=CC=2C3=C(N=C(C2C1)OCCO)COC[C@H]3N(C(=O)NC3=CC(=C(C=C3)F)C(F)F)C)F (S)-1-(8,9-Difluoro-6-(2-hydroxyethoxy)-1,4-dihydro-2H-pyrano[3,4-c]isoquinolin-1-yl)-3-(3-(difluoromethyl)-4-fluorophenyl)-1-methylurea